(3S,4S)-3-fluoro-tetrahydropyran F[C@@H]1COCCC1